OC1=C(C=C(C=C1C)C1=CC=C(C=CCO)C=C1)C 4-(4-Hydroxy-3,5-dimethylphenyl)-cinnamyl alcohol